tert-Butyl 2-[2-bromo-4-(4-chlorophenyl)-5-(4-pyridyl)imidazol-1-yl]acetate BrC=1N(C(=C(N1)C1=CC=C(C=C1)Cl)C1=CC=NC=C1)CC(=O)OC(C)(C)C